ClN1C(=C(C2=CC(=CC(=C12)F)OC)N1C=NC=C1)C1=NNC(=N1)C(F)(F)F chloro-7-fluoro-3-(1H-imidazol-1-yl)-5-methoxy-2-(5-(trifluoromethyl)-1H-1,2,4-triazol-3-yl)-1H-indole